bis(2-ethylhexylsalicyloyl)(ethylsalicyloyl)methylsilane C(C)C(COC=1C(C(=O)[Si](C)(C(C=2C(OCC)=CC=CC2)=O)C(C=2C(OCC(CCCC)CC)=CC=CC2)=O)=CC=CC1)CCCC